(S)-N-[(S)-(1-cyclopropyl-1H-1,2,3-triazol-4-yl)(2-methyl-1-oxo-1,2-dihydroisoquinolin-5-yl)methyl]-2-methylpropane-2-sulfonamide C1(CC1)N1N=NC(=C1)[C@@H](NS(=O)(=O)C(C)(C)C)C1=C2C=CN(C(C2=CC=C1)=O)C